C1(CC1)C1=C(C(=NO1)C1=C(C=NC=C1Cl)Cl)C=C1CC2(C1)CCN(CC2)C=2C=C1C(=CC(=NC1=CC2)C(=O)O)C(F)(F)F 6-(2-((5-cyclopropyl-3-(3,5-dichloropyridin-4-yl)isoxazol-4-yl)methylene)-7-azaspiro[3.5]non-7-yl)-4-(trifluoromethyl)quinoline-2-carboxylic acid